(2R)-N-[5-(2-Chloro-6-methyl-4-pyridyl)-4-(3-cyanophenyl)thiazol-2-yl]-2-(1-hydroxy-1-methyl-ethyl)pyrrolidin-1-carboxamid ClC1=NC(=CC(=C1)C1=C(N=C(S1)NC(=O)N1[C@H](CCC1)C(C)(C)O)C1=CC(=CC=C1)C#N)C